10-hydroxy-trans-11-octadecenoic acid OC(CCCCCCCCC(=O)O)\C=C\CCCCCC